tert-butyl 2-[4-({6-[(3-cyclopropyl-1H-pyrazol-5-yl)amino]-5-methoxy-1,2-benzoxazol-3-yl}[(4-methoxyphenyl)methyl]sulfamoyl)-3,5-dimethoxyphenyl]pyrrolidine-1-carboxylate C1(CC1)C1=NNC(=C1)NC1=CC2=C(C(=NO2)N(S(=O)(=O)C2=C(C=C(C=C2OC)C2N(CCC2)C(=O)OC(C)(C)C)OC)CC2=CC=C(C=C2)OC)C=C1OC